C(C1=CC=CC=C1)(=O)C1=C(C=CC=C1)SSSSCCC[Si](OCC)(OCC)OCC 3-triethoxysilylpropyl benzoylphenyl tetrasulfide